(S)-2-chloro-1-phenylethanol ClC[C@@H](O)C1=CC=CC=C1